BrC1=CC=2OC[C@@H](C(N(C2N=C1)C)=O)NC(=O)C1=NC=CC(=C1)OC1=CC=CC=C1 (S)-N-(8-bromo-5-methyl-4-oxo-2,3,4,5-tetrahydropyrido[3,2-b][1,4]oxazepin-3-yl)-4-phenoxypyridineamide